FC(OC1=C(C=CC=C1)[C@H]1CCN2[C@H]1C1=CC(=CC=C1C2=O)C=2C=NC(=NC2)N2[C@H](CCC2)COC)F (1R,9bR)-1-(2-(difluoromethoxy)phenyl)-8-(2-((R)-2-(methoxymethyl)pyrrolidin-1-yl)pyrimidin-5-yl)-2,3-dihydro-1H-pyrrolo[2,1-a]isoindol-5(9bH)-one